4-[4-(6-fluoro-9-methylsulfonyloxy-1,5-dihydro-3H-2,4-benzodioxepin-3-yl)-2-thiazolyl]-1-[2-[5-methyl-3-(trifluoromethyl)-1H-pyrazol-1-yl]acetyl]piperidine FC1=CC=C(C=2COC(OCC21)C=2N=C(SC2)C2CCN(CC2)C(CN2N=C(C=C2C)C(F)(F)F)=O)OS(=O)(=O)C